1,1,1,3,3,3-hexafluoropropan-2-yl (R)-1-((6-(methylcarbamoyl)pyridin-3-yl)carbamoyl)-6-azaspiro[2.5]octane-6-carboxylate CNC(=O)C1=CC=C(C=N1)NC(=O)[C@@H]1CC12CCN(CC2)C(=O)OC(C(F)(F)F)C(F)(F)F